mercaptophenyl-butanediol SC(C(O)(O)C1=CC=CC=C1)CC